C1(CC1)C(C1=CC=C(C=C1)C=O)N(C(OC(C)(C)C)=O)C tert-butyl (cyclopropyl(4-formylphenyl)methyl)(methyl)carbamate